[Si](C1=CC=CC=C1)(C1=CC=CC=C1)(C(C)(C)C)OC[C@H]1N2CC(C[C@@]2(CC1)C(=O)OC)=C methyl (5S,7aS)-5-(((tert-butyldiphenylsilyl)oxy)methyl)-2-methylenetetrahydro-1H-pyrrolizine-7a(5H)-carboxylate